C1(CCCCCC1)C=1N=C(C2=C(C=NNC2=O)N1)NC1=CC=C(CN2CCC(CC2)C(=O)O)C=C1 1-(4-((2-cycloheptyl-5-oxo-5,6-dihydropyrimido[4,5-d]pyridazin-4-yl)amino)benzyl)piperidine-4-carboxylic acid